N-(5-((4-(2-(2-(2-((2-(2,6-dioxopiperidin-3-yl)-1,3-dioxoisoindolin-5-yl)oxy)ethoxy)ethoxy)ethyl)piperazin-1-yl)methyl)-1-phenyl-1H-benzo[d]imidazol-2-yl)-3-(trifluoromethyl)benzamide O=C1NC(CCC1N1C(C2=CC=C(C=C2C1=O)OCCOCCOCCN1CCN(CC1)CC1=CC2=C(N(C(=N2)NC(C2=CC(=CC=C2)C(F)(F)F)=O)C2=CC=CC=C2)C=C1)=O)=O